(2-chloropyrimidin-4-yl-6-d)zinc(II) chloride [Cl-].ClC1=NC(=CC(=N1)[Zn+])[2H]